tert-butyl 3-(3,6-dichloro-5-fluoro-4-iodo-2,7-naphthyridin-1-yl)-3,8-diazabicyclo[3.2.1]octane-8-carboxylate ClC=1N=C(C2=CN=C(C(=C2C1I)F)Cl)N1CC2CCC(C1)N2C(=O)OC(C)(C)C